6-Chloro-3-((1-(2-((1R,5S,6s)-6-((methoxycarbonyl)amino)-3-azabicyclo[3.1.0]hexan-3-yl)-3,6-dimethyl-4-oxo-3,4-dihydroquinazolin-8-yl)ethyl)amino)picolinic acid ClC1=CC=C(C(=N1)C(=O)O)NC(C)C=1C=C(C=C2C(N(C(=NC12)N1C[C@@H]2C([C@@H]2C1)NC(=O)OC)C)=O)C